C1(CCCCC1)NC(=O)C=1N=C(OC1)C1=CC=C(C=C1)NS(=O)(=O)C1=CC(=CC=C1)C N-Cyclohexyl-2-(4-(3-methylphenylsulfonamido)phenyl)oxazole-4-carboxamide